ClC1=C(C=CC=C1)NC(NNC(C1=C(N=C(C=C1)C)C1=CC=C(C=C1)OC)=O)=O 4-(2-chlorophenyl)-1-(2-(4-methoxyphenyl)-6-methylnicotinoyl)semicarbazide